BrC1=NC=C(C(=C1)SC=1C(=NC(=NC1)N)N)C(C)C 5-((2-bromo-5-isopropylpyridin-4-yl)thio)pyrimidine-2,4-diamine